FC=1C=NC(=NC1)C=1C=C(C=CC1C)N(C(=O)[C@@H]1N(C[C@@H](C1)C(F)(F)F)C1=NN(C=N1)C)CC1=CC=C(C=C1)OC (2R,4R)-N-(3-(5-fluoropyrimidin-2-yl)-4-methylphenyl)-N-(4-methoxybenzyl)-1-(1-methyl-1H-1,2,4-triazol-3-yl)-4-(trifluoromethyl)pyrrolidine-2-carboxamide